CC(CC[C@@H](C(=O)O)NC([C@H](CC=1N=CN(C1)C)N1C(CCC1)=O)=O)(C)C (2S)-5,5-dimethyl-2-[(2S)-3-(1-methyl-1H-imidazol-4-yl)-2-(2-oxopyrrolidin-1-yl)propanamido]hexanoic acid